N'-acetyl-4-amino-N-(2-chloro-4-fluorobenzyl)-N',1-dimethyl-1H-pyrazolo[4,3-c]quinoline-8-carbohydrazide C(C)(=O)N(N(C(=O)C1=CC=2C3=C(C(=NC2C=C1)N)C=NN3C)CC3=C(C=C(C=C3)F)Cl)C